2-(3-(Methoxycarbonyl)-1H-indol-1-yl)acetic acid COC(=O)C1=CN(C2=CC=CC=C12)CC(=O)O